tert-Butyl-(2S,4R)-4-(5-(2-cyclopropoxy-5-(trifluoromethyl)phenyl)oxazole-2-carboxamido)-2-(methoxymethyl)pyrrolidine C(C)(C)(C)N1[C@@H](C[C@H](C1)NC(=O)C=1OC(=CN1)C1=C(C=CC(=C1)C(F)(F)F)OC1CC1)COC